CC(CCCCCCCCCCC(CCCCCC)O)O nonadecane-2,13-diol